CC1=NC(=CC(=C1)O[C@@H]1CC[C@@H](N(C1)CC1=CN=C(S1)NC(C)=O)C)C N-(5-(((2S,5R)-5-((2,6-dimethylpyridin-4-yl)oxy)-2-methylpiperidin-1-yl)methyl)thiazol-2-yl)acetamide